BrC1=C(C=C(C(=C1)F)CO)CO (4-bromo-6-fluoro-1,3-phenylene)dimethanol